8-acetyl-6-methoxy-3-methyl-2-morpholinoquinazolin-4(3H)-one C(C)(=O)C=1C=C(C=C2C(N(C(=NC12)N1CCOCC1)C)=O)OC